(2R,5S)-5-(4-Bromobenzyl)-4-(4-(1,5-dimethyl-1H-pyrazol-3-yl)cyclohexyl)-2-((methylsulfonyl)methyl)morpholin BrC1=CC=C(C[C@H]2CO[C@H](CN2C2CCC(CC2)C2=NN(C(=C2)C)C)CS(=O)(=O)C)C=C1